CS(=O)(=O)OCC1CCC(CC1)C=1SC2=C(N1)C=C(C(=C2)NC(=O)C2=NC(=CC=C2)C(F)(F)F)C(C([2H])([2H])[2H])(C([2H])([2H])[2H])O [4-[5-[2,2,2-trideuterio-1-hydroxy-1-(trideuteriomethyl)ethyl]-6-[[6-(trifluoromethyl) pyridine-2-carbonyl]amino]-1,3-benzothiazol-2-yl]cyclohexyl]methyl methanesulfonate